2-isopropyl-octahydro-2H-pyrazino[1,2-a]pyrazine C(C)(C)N1CC2N(CC1)CCNC2